2-tri-n-butylstannyl-5-(2-phenoxyphenyl)thienothiophene 2-methoxybenzyl-(S)-(2-(hydroxycarbamoyl)chroman-8-yl)carbamate COC1=C(CN(C(O)=O)C=2C=CC=C3CC[C@H](OC23)C(NO)=O)C=CC=C1.C(CCC)[Sn](C1=CC2=C(C=C(S2)C2=C(C=CC=C2)OC2=CC=CC=C2)S1)(CCCC)CCCC